C(C)OC(=O)[C@H]1CNCCC1.ClC1=C(C(=C(C(=C1)C)C)Cl)Cl trichloroo-xylene Ethyl-(R)-piperidine-3-carboxylate